ClS1CS(C1)Cl 1,3-dichloro-1,3-dithiacyclobutane